CC1=C(C=NC(=C1)C)OC1CN(C1)C1=NC=NC2=C1SC=1N=NC(=C(C12)C)C 8-[3-[(4,6-dimethyl-3-pyridinyl)oxy]azetidin-1-yl]-3,4-dimethyl-pyrimido[4',5':4,5]thieno[2,3-c]pyridazine